FC1=CC=C(C=C1)S(=O)(=O)NCCOC1=CC2=C(N=C(S2)C2=C3N=CC(=NC3=CC(=C2)C)COC)C(=C1)C 4-fluoro-N-(2-((2-(2-(methoxymethyl)-7-methylquinoxalin-5-yl)-4-methylbenzo[d]thiazol-6-yl)oxy)ethyl)benzenesulfonamide